5,6-dichloro-3-(difluoromethyl)imidazo[4,5-b]pyridine ClC1=C(C=C2C(=N1)N(C=N2)C(F)F)Cl